ClC1=C(C(=O)/C(=C\N(C)C)/OC2=C(C#N)C=CC=C2F)C=CC=C1 ((E)-1-(2-Chlorobenzoyl)-2-(dimethylamino)vinyloxy)-3-fluoro-benzonitrile